Bocβ-alanine C(=O)(OC(C)(C)C)NCCC(=O)O